3-pyrimidylindole N1=C(N=CC=C1)C1=CNC2=CC=CC=C12